2-[4-(8-chloro-2-quinolinyl) phenoxy]Ethyl triflate O(S(=O)(=O)C(F)(F)F)CCOC1=CC=C(C=C1)C1=NC2=C(C=CC=C2C=C1)Cl